BrC=1C=C2C(=NC1N1CCC(CC1)NC(OC(C)(C)C)=O)N=C(S2)N2CC(CCC2)O[Si](C)(C)C(C)(C)C tert-butyl (1-(6-bromo-2-(3-((tert-butyldimethylsilyl)oxy)piperidin-1-yl)thiazolo[4,5-b]pyridin-5-yl)piperidin-4-yl)carbamate